FC(CCC(=O)N1CCC(CC1)C=1C=NC(=CC1)OC)(F)F 4,4,4-trifluoro-1-[4-(6-methoxy-3-pyridinyl)-1-piperidinyl]butan-1-one